3-(2-methoxy-5-methylpyridin-4-yl)-7-(trifluoromethyl)-2,3-dihydroquinazolin-4(1H)-one COC1=NC=C(C(=C1)N1CNC2=CC(=CC=C2C1=O)C(F)(F)F)C